2-(2-(2-(2-aminoethoxy)ethoxy)ethoxy)ethanol NCCOCCOCCOCCO